N-(3-(methoxymethyl)phenyl)-N-methyl-[1,2,4]triazolo[4,3-a]quinazolin-5-amine COCC=1C=C(C=CC1)N(C1=NC=2N(C3=CC=CC=C13)C=NN2)C